NC1=C2C(=NC=N1)N(N=C2C2=CC=C(C=C2)CNC(C2=C(C=CC(=C2)F)OC)=O)CC2C(CCCC2)N(C(=O)N2N=CN=C2)C N-(2-((4-amino-3-(4-((5-fluoro-2-methoxybenzamido)methyl)phenyl)-1H-pyrazolo[3,4-d]pyrimidin-1-yl)methyl)cyclohexyl)-N-methyl-1H-1,2,4-triazole-1-carboxamide